C1(CC1)C=1C(=NN(C1)CC(F)(F)F)C(=O)NC=1C=C(C(=O)NC2=C(C=C(C=C2)F)CC(=O)O)C=CC1N1CCCCC1 2-(2-(3-(4-cyclopropyl-1-(2,2,2-trifluoroethyl)-1H-pyrazole-3-carboxamido)-4-(piperidin-1-yl)benzamido)-5-fluorophenyl)acetic acid